CC1=NC=NC(=C1C1=C(O[C@H]2CN(CCC2)C(=O)OC(C)(C)C)C=CC(=C1)NC(=O)C1(CC1)F)C tert-butyl (3R)-3-[2-(4,6-dimethylpyrimidin-5-yl)-4-[(1-fluorocyclopropanecarbonyl)amino]phenoxy]piperidine-1-carboxylate